2-methoxy-9-phosphafluorene lithium salt [Li].COC1=CC=2PC3=CC=CC=C3C2C=C1